N,N-di(β-hydroxyethyl)-p-anisidine OCCN(C1=CC=C(OC)C=C1)CCO